(5-isopropyl-4-methyl-2-hydroxyphenyl)boronic acid C(C)(C)C=1C(=CC(=C(C1)B(O)O)O)C